3'-Methoxy-5'-((6-(trifluoromethoxy)quinolin-4-yl)amino)-[1,1'-biphenyl]-3-ol COC=1C=C(C=C(C1)NC1=CC=NC2=CC=C(C=C12)OC(F)(F)F)C1=CC(=CC=C1)O